4-[2-(2-ethoxy-ethoxy)ethoxy]benzaldehyde C(C)OCCOCCOC1=CC=C(C=O)C=C1